CON(C(=O)[C@@H]1CN(CCC1)C(=O)OCC1=CC=CC=C1)C benzyl (S)-3-(methoxy(methyl)carbamoyl)piperidine-1-carboxylate